O[C@H](COC1=C(C=CC=C1)S(=O)(=O)NC)CNC1COC2(C1)CCN(CC2)S(=O)(=O)C2=C(C=CC=C2)OC(F)(F)F ((2S)-2-hydroxy-3-(8-(2-(trifluoromethoxy)phenylsulfonyl)-1-oxa-8-azaspiro[4.5]dec-3-ylamino)propoxy)-N-methylbenzenesulfonamide